(S)-(2,7-dimethyl-3-(3,4,5-trifluorophenyl)-2,4,5,7-tetrahydro-6H-pyrazolo[3,4-c]pyridin-6-yl)(quinolin-6-yl)methanone CN1N=C2[C@@H](N(CCC2=C1C1=CC(=C(C(=C1)F)F)F)C(=O)C=1C=C2C=CC=NC2=CC1)C